Cl.C[C@@H]1C2(OC3=C(CN1)N=C(C=C3)O)CC2 (3'R)-3'-Methyl-4',5'-dihydro-3'H-spiro[cyclopropane-1,2'-pyrido[2,3-f][1,4]oxazepine]-7'-ol hydrochloride